(S)-5-((4-((2-hydroxy-1-phenylethyl)amino)-5-(3-methyl-1,2,4-oxadiazol-5-yl)pyridin-2-yl)amino)-3,3-dimethyl-[1,2]oxaborolo[4,3-d]pyrimidin-1(3H)-ol OC[C@H](C1=CC=CC=C1)NC1=CC(=NC=C1C1=NC(=NO1)C)NC=1N=CC2=C(N1)C(OB2O)(C)C